COC(=O)C1=CC(=C(C(=C1)F)C=1CCCCC1)F 2,6-difluoro-2',3',4',5'-tetrahydro-[1,1'-biphenyl]-4-Carboxylic acid methyl ester